ClC=1C=C(CNC2=CC(=NC3=CC=C(C=C23)C=2C(=NOC2C)C)N2CCN(CC2)CCN(C)C)C=CC1 N-(3-chlorobenzyl)-2-(4-(2-(dimethylamino)ethyl)piperazin-1-yl)-6-(3,5-dimethylisoxazol-4-yl)quinolin-4-amine